(S)-5-(Methyl(1-(3-oxo-3-(4-(5-(trifluoromethyl)pyrimidin-2-yl)piperazin-1-yl)propoxy)propan-2-yl)amino)-4-(trifluoromethyl)pyridazin-3(2H)-one CN(C1=C(C(NN=C1)=O)C(F)(F)F)[C@H](COCCC(N1CCN(CC1)C1=NC=C(C=N1)C(F)(F)F)=O)C